CCCCCCCCC(CC)C=O Undecane-9-carbaldehyde